ClC=1C(=CC2=C(N(C(N=C2N2[C@H](CN(CC2)C(=O)OC(C)(C)C)C)=O)C=2C(=NC=CC2C=C)C(C)C)N1)F (S)-tert-butyl 4-(7-chloro-6-fluoro-1-(2-isopropyl-4-vinylpyridin-3-yl)-2-oxo-1,2-dihydropyrido[2,3-d]Pyrimidine-4-yl)-3-methylpiperazine-1-carboxylate